C[Si]([SiH]([Si](C)(C)C)[Si](C)(C)C)(C)C 1,1,1,3,3,3-Hexamethyl-2-trimethylsilyl-trisilane